C1(=CC=CC=C1)C1(COC1)CCO 2-(3-phenyloxetane-3-yl)ethanol